C(C)(C)(C)OC(=O)NCC1=[N+](C=CC(=C1)C(=O)O)[O-] 2-{[(tert-butoxycarbonyl)amino]methyl}-4-carboxypyridin-1-ium-1-olate